(3,5-dimethylphenyl)-N-[(1-methyl-1H-pyrazol-4-yl)(1-methylpiperidin-3-yl)sulfamoyl]acetamide sodium salt [Na].CC=1C=C(C=C(C1)C)CC(=O)NS(N(C1CN(CCC1)C)C=1C=NN(C1)C)(=O)=O